ClC1=CC=C(C(=N1)C(=O)O)NC(C)C=1C=C(C=C2C(N3C(=NC12)C(CCC3)(C)C)=O)C 6-chloro-3-((1-(2,6,6-trimethyl-11-oxo-6,8,9,11-tetrahydro-7H-pyrido[2,1-b]quinazolin-4-yl)ethyl)amino)picolinic acid